[Na].[Pb] Lead-sodium